N-((2R)-1-(2-(cyclopropylmethyl)-1-oxo-4-(pyridin-3-yl)-2,8-diazaspiro[4.5]decan-8-yl)-3-methyl-1-oxobutan-2-yl)-2-fluoro-5-(trifluoromethyl)benzamide C1(CC1)CN1C(C2(C(C1)C=1C=NC=CC1)CCN(CC2)C([C@@H](C(C)C)NC(C2=C(C=CC(=C2)C(F)(F)F)F)=O)=O)=O